5-(tert-butyl)-2-(4,4-difluoropiperidin-1-yl)-6-methylnicotinonitrile C(C)(C)(C)C=1C(=NC(=C(C#N)C1)N1CCC(CC1)(F)F)C